NC1=CC=CC2=C(C=CC=C12)N 1,5-diaminoNaphthalene